C(#N)C1=CC(=C(C(=C1)CC)NC(=O)NS(=O)(=O)C=1SC=C(C1)C(C)(C)O)CC N-(4-cyano-2,6-diethylphenylcarbamoyl)-4-(2-hydroxypropan-2-yl)thiophene-2-sulfonamide